ClC1=C(C=C(C=C1)C1=C(C=CC=C1CO)O)C(F)(F)F 2-[4-chloro-3-(trifluoromethyl)phenyl]-3-(hydroxymethyl)phenol